ClC1([C@H]([C@@H]1C1=CC(=C(C=C1)F)Cl)C(=O)NC1=C(C(=O)NC2=C(C=C(C=C2)F)F)C=CC=C1)Cl (1R,3R)-(2,2-dichloro-3-(3-chloro-4-fluorophenyl)cyclopropane-1-carboxamido)-N-(2,4-difluorophenyl)benzamide